ClC=1C=C2CCCN(C2=CC1)[C@@H]1CN(C[C@H]1OC)C(=O)OC(C)(C)C trans-tert-butyl 3-(6-chloro-3,4-dihydroquinolin-1(2H)-yl)-4-methoxypyrrolidine-1-carboxylate